3-(3,4-dihydroquinolin-1(2H)-yl)-1-(3-(hydroxymethyl)piperidin-1-yl)propan-1-one N1(CCCC2=CC=CC=C12)CCC(=O)N1CC(CCC1)CO